COC1=CC=C2NC=C(CCNC)C2=C1 5-Methoxy-N-methyltryptamin